(S)-N-(4-amino-3-hydroxybicyclo[2.2.2]oct-1-yl)-4-methylthiazole-2-carboxamide NC12[C@H](CC(CC1)(CC2)NC(=O)C=2SC=C(N2)C)O